1-(2-hydroxy-3,5-bis(trifluoromethyl)phenyl)-3-(oxiran-2-ylmethyl)imidazolidine-2-one OC1=C(C=C(C=C1C(F)(F)F)C(F)(F)F)N1C(N(CC1)CC1OC1)=O